ClC=1C(=C(C(=CC1N1CC(CC1)(C1N(C(CC1)(C)C)C)C)F)S(=O)(=O)N(C1=NC(=CC=C1)F)CC1=C(C=C(C=C1)OC)OC)F 3-chloro-N-[(2,4-dimethoxyphenyl)methyl]-2,6-difluoro-N-(6-fluoro-2-pyridyl)-4-[3-methyl-3-[1,5,5-trimethylpyrrolidin-2-yl]pyrrolidin-1-yl]benzenesulfonamide